C(#N)C1CN(C1)CC(C)C1=NN(C=C1C1=C2C(=NC=C1)NC=N2)C(=O)N (1-(3-cyanoazetidin-1-yl)propan-2-yl)-4-(3H-imidazo[4,5-b]pyridin-7-yl)-1H-pyrazole-1-carboxamide